octadecanoic acid 1,1-diphenylmethyl ester C1(=CC=CC=C1)C(C1=CC=CC=C1)OC(CCCCCCCCCCCCCCCCC)=O